C(C1=CC=CC=C1)N1CC(CC(C1)OC1=CC(=CC=C1)[N+](=O)[O-])C=1C=NN(C1)C=1C=C(C(=C(C1)O)OC)OC 5-(4-(1-benzyl-5-(3-nitrophenoxy)piperidin-3-yl)-1H-pyrazol-1-yl)-2,3-dimethoxyphenol